6-methyl-5-(4-((2-ethyl-5-fluoro-3-oxo-4H-quinoxalin-6-yl)methyl-d2)piperazine-1-yl)pyridine-2-carboxamide CC1=C(C=CC(=N1)C(=O)N)N1CCN(CC1)C([2H])([2H])C=1C(=C2NC(C(=NC2=CC1)CC)=O)F